1-((1S,4R,6S)-7-((1S,2S)-2-(2-chlorophenyl)-4,4-dimethylcyclohexane-1-carbonyl)-1,6-dimethyl-2,7-diazaspiro[3.5]nonan-2-yl)prop-2-en-1-one ClC1=C(C=CC=C1)[C@@H]1[C@H](CCC(C1)(C)C)C(=O)N1[C@H](C[C@@]2(CN([C@H]2C)C(C=C)=O)CC1)C